O1C(CCC1)CC(=O)N1CCC2(C(C2)CNC(=O)C2=CC=3C(=CN=CC3)O2)CC1 N-[[6-(2-tetrahydrofuran-2-ylacetyl)-6-azaspiro[2.5]octan-2-yl]methyl]furo[2,3-c]pyridine-2-carboxamide